((1S,2R)-2-fluorocyclopropyl)-methyl (3-(3,3-difluorocyclobut-yl)-4-isopropyl-1-methyl-1H-pyrazol-5-yl)carbamate FC1(CC(C1)C1=NN(C(=C1C(C)C)NC(OC[C@H]1[C@@H](C1)F)=O)C)F